NC1=NC=CC=C1C1=NC=2C(=NC=C(C2)F)N1C1=CC=C(C=C1)CO (4-(2-(2-Aminopyridin-3-yl)-6-fluoro-3H-imidazo[4,5-b]pyridin-3-yl)phenyl)methanol